COC1=CC(=C(C=N1)NC(C)=O)C N-(6-methoxy-4-methyl-3-pyridyl)acetamide